COC([C@@](NC(=O)OC(C)(C)C)(CCC(=O)O)C(=O)O)=O alpha-carboxyl-N-tert-butoxycarbonyl-glutamic acid monomethyl ester